NC=1C=CN2C(=CC(=C2C1)C(=O)OCC)C(C1=CC=C(C=C1)F)=O Ethyl 7-amino-3-(4-fluorobenzoyl)indolizine-1-carboxylate